ClC=1C=C(C=CC1F)[C@@H](NC(=O)[C@@H]1CNC(O1)=O)C1=NNC(=C1)C(F)(F)F |&1:8| (S)-N-((R and S)-(3-chloro-4-fluorophenyl)(5-(trifluoromethyl)-1H-pyrazol-3-yl)methyl)-2-oxooxazolidine-5-carboxamide